bis(dodecylbenzene) iodonium tetrakis(pentafluorophenyl)borate FC1=C(C(=C(C(=C1[B-](C1=C(C(=C(C(=C1F)F)F)F)F)(C1=C(C(=C(C(=C1F)F)F)F)F)C1=C(C(=C(C(=C1F)F)F)F)F)F)F)F)F.[IH2+].C(CCCCCCCCCCC)C1=CC=CC=C1.C(CCCCCCCCCCC)C1=CC=CC=C1